P(O)(O)F.C(C)(C1=CC(=CC(=C1)C(C)(C)C)C(C)(C)C)C1=CC(=CC(=C1)C(C)(C)C)C(C)(C)C 2,2'-ethylidenebis(4,6-di-tert-butyl-benzene) fluorophosphite